2-Amino-N-[4-fluoro-5-[(2-fluoro-4-methoxyphenyl)carbamoyl]-2-methylphenyl]-1,3-thiazole-5-carboxamide NC=1SC(=CN1)C(=O)NC1=C(C=C(C(=C1)C(NC1=C(C=C(C=C1)OC)F)=O)F)C